C1(=CC=CC=C1)C1(CCCCC1)NC(=O)C=1C=2C[C@@H]3[C@H](C2N(N1)C1=NC=CN=C1)C3 (1aR,5aR)-2-Pyrazin-2-yl-1a,2,5,5a-tetrahydro-1H-2,3-diaza-cyclopropa[a]pentalene-4-carboxylic acid (1-phenyl-cyclohexyl)-amide